methylphosphinate CP([O-])=O